hydroxy-cyclohexylphenyl ketone OC=1C(=C(C=CC1)C(=O)C1=C(C(=CC=C1)O)C1CCCCC1)C1CCCCC1